5-(3-methoxy-4-nitrophenoxy)adamantan-2-one COC=1C=C(OC23CC4C(C(CC(C2)C4)C3)=O)C=CC1[N+](=O)[O-]